Cl.ClC=1C(=C(C=CC1)NC(=O)C1=CC(=CC=2NC(=NC21)COC)NC(=O)C2=C(C=CC=C2)C(F)(F)F)C N-(3-chloro-2-methylphenyl)-2-(methoxymethyl)-6-({[2-(trifluoromethyl)phenyl]carbonyl}amino)-1H-benzimidazole-4-carboxamide hydrochloride